(1S,4R)-4-[[3-(3-Chloro-5-fluoro-phenyl)-5-(trifluoromethyl)-4H-isoxazol-5-carbonyl]amino]cyclopent-2-en ClC=1C=C(C=C(C1)F)C1=NOC(C1)(C(=O)N[C@H]1C=CCC1)C(F)(F)F